C(=O)C1[C@H]2CN(C[C@@H]12)C(=O)O (1R,5S,6r)-6-formyl-3-azabicyclo[3.1.0]Hexane-3-carboxylic acid